CN1C=NC2=CC=C(C=C2C1=O)B1OC(C(O1)(C)C)(C)C 3-methyl-6-(4,4,5,5-tetramethyl-1,3,2-dioxaborolan-2-yl)-4(3H)-quinazolinone